8-((4-cyclopentylpiperazin-1-yl)methyl)-3,9-dihydroxybenzo[5,6]oxazepin C1(CCCC1)N1CCN(CC1)CC1=C(C2=C(C=CC(=NO2)O)C=C1)O